(6-{[3-(2,3-dichloro-6-fluorophenyl)-1-(prop-2-enoyl)azetidin-3-yl]amino}-8-fluoro-4-oxoquinazolin-3-yl)acetic acid ClC1=C(C(=CC=C1Cl)F)C1(CN(C1)C(C=C)=O)NC=1C=C2C(N(C=NC2=C(C1)F)CC(=O)O)=O